FC1=C2C(=CN=C1C(F)(F)F)NC(=C2)C(=O)NC2CC[Si]1(CC2)CCCCC1 4-fluoro-N-(6-silaspiro[5.5]undecan-3-yl)-5-(trifluoromethyl)-1H-pyrrolo[2,3-c]pyridine-2-carboxamide